C(C)(C)(C)P([C-]1C=C(C=C1)C(C)=O)C(C)(C)C.[C-]1(C=C(C=C1)C(C)=O)P(C(C)(C)C)C(C)(C)C.[Fe+2] 1,1'-bis(di-t-butylphosphino)3,3'-diacetylferrocene